BrC1=NN(C(=C1)CC#N)C 2-(3-bromo-1-methyl-1H-pyrazol-5-yl)acetonitrile